C1=C(C=CC=2SC3=CC=CC=C3NC12)C(=C)C1=CC=C(C=C1)S(=O)(=O)NCC1CCOCC1 4-(1-(10H-phenothiazin-2-yl)vinyl)-N-((tetrahydro-2H-pyran-4-yl)methyl)benzenesulfonamide